C(C)(C)(C)C1C2(CCC(CC1=O)N2C(=O)OC[C@@H]2C([C@@H]2C=C)(F)F)CC racemic-((1r,3r)-2,2-difluoro-3-vinylcyclopropyl)methanol tert-butyl-1-ethyl-3-oxo-8-azabicyclo[3.2.1]octane-8-carboxylate